5-(o-tolyloxymethyl)-bicyclo[2.2.1]hept-2-ene C1(=C(C=CC=C1)OCC1C2C=CC(C1)C2)C